C(C)(C)(C)OC(=O)N1CC2=C(C=C(C=C2CC1)C(C)(C)O)O 8-hydroxy-6-(2-hydroxypropan-2-yl)-3,4-dihydroisoquinoline-2(1H)-carboxylic acid tert-butyl ester